O(C1=CC=CC=C1)C1=CC=C(C=C1)S(=O)(=O)Cl 4-phenoxyl-benzenesulfonyl chloride